2'-O-(tert-butyldimethylsilyl)-N6-propargyladenosine [Si](C)(C)(C(C)(C)C)O[C@H]1[C@@H](O[C@@H]([C@H]1O)CO)N1C=NC=2C(NCC#C)=NC=NC12